BrCC1=C(C=O)C=CC=C1 2-(bromomethyl)benzaldehyde